(R)-1-((1s,3S)-3-cyclopropylcyclobutyl)-3-(isoquinolin-4-yl)-2-oxoimidazolidine-4-carbonitrile C1(CC1)C1CC(C1)N1C(N([C@H](C1)C#N)C1=CN=CC2=CC=CC=C12)=O